C(C)(C)(C)OC(NC1CN(CC1(F)F)CC1(CC1)C(F)(F)F)=O (4,4-difluoro-1-((1-(trifluoromethyl)cyclopropyl)methyl)pyrrolidin-3-yl)carbamic acid tert-butyl ester